7-((2-methyl-4-(4-(trifluoromethyl)piperidin-1-yl)phenyl)amino)-3-oxo-3,4-dihydro-2H-benzo[b][1,4]oxazine-5-carbonitrile CC1=C(C=CC(=C1)N1CCC(CC1)C(F)(F)F)NC=1C=C(C2=C(OCC(N2)=O)C1)C#N